5-[[(6-chloro-3-ethylsulfonyl-2-pyridinyl)amino]methyl]-2-(trifluoromethyl)pyridine-4-carboxylic acid ClC1=CC=C(C(=N1)NCC=1C(=CC(=NC1)C(F)(F)F)C(=O)O)S(=O)(=O)CC